C(C1CO1)OCC1=C(C=C)C=C(C=C1COCC1CO1)COCC1CO1 2,3,5-tris(glycidoxymethyl)styrene